(12Z,15Z)-3-(((3-(diethylamino)propoxy)carbonyl)oxy)henicosa-12,15-dien C(C)N(CCCOC(=O)OC(CC)CCCCCCCC\C=C/C\C=C/CCCCC)CC